BrC=1C=C2C=C(N=CC2=C(C1)Cl)NC(=O)[C@H]1[C@H](C1)F cis-N-(6-bromo-8-chloro-3-isoquinolinyl)-2-fluoro-cyclopropanecarboxamide